N-(4-(5-methyl-1,2,4-oxadiazol-3-yl)benzyl)pyrazin-2-amine CC1=NC(=NO1)C1=CC=C(CNC2=NC=CN=C2)C=C1